NC=1C2=C(N=CN1)N(C=C2I)C2CCC(CC2)=O 4-(4-amino-5-iodo-7H-pyrrolo[2,3-d]pyrimidin-7-yl)cyclohexan-1-one